O1C=CC=CC=C1 (R)-oxepin